1-[[2-fluoro-6-(trifluoromethyl)phenyl]methyl]-5-iodo-6-methyl-2,4(1H,3H)-pyrimidinedione FC1=C(C(=CC=C1)C(F)(F)F)CN1C(NC(C(=C1C)I)=O)=O